ethyl (2Z)-3-[(6-bromo-5-fluoropyridin-3-yl)amino]but-2-enoate BrC1=C(C=C(C=N1)N\C(=C/C(=O)OCC)\C)F